BrC1=CC=C2C(=N1)C=C(N2)C(=O)OCC ethyl 5-bromo-1H-pyrrolo[3,2-b]pyridine-2-Carboxylate